C(C=1C(C(=O)OCCOC(C(=C)C)=O)=CC=CC1)(=O)OCCCO Hydroxypropyl 2-(methacryloyloxy)ethyl phthalate